7-[4-(ethylamino)-5-[5-(piperazin-1-yl)-1,3,4-oxadiazol-2-yl]pyridin-2-yl]pyrrolo[1,2-b]pyridazine-3-carbonitrile tetrahydrochloride Cl.Cl.Cl.Cl.C(C)NC1=CC(=NC=C1C=1OC(=NN1)N1CCNCC1)C1=CC=C2N1N=CC(=C2)C#N